NC=1SC2=C(C1C#N)C(=CC=C2F)C2=C(C(=C1C=NC(=NC1=C2F)OC[C@H]2N(CCC2)C)COC)Cl 2-Amino-4-[6-chloro-8-fluoro-5-(methoxymethyl)-2-[[(2S)-1-methylpyrrolidin-2-yl]methoxy]quinazolin-7-yl]-7-fluoro-benzothiophene-3-carbonitrile